2-[(3-{6-[(4-chloro-2-fluorophenyl)methoxy]pyridin-2-yl}-3,8-diazabicyclo[3.2.1]octan-8-yl)methyl]-3-[(2S)-oxetan-2-ylmethyl]-1,3-benzodiazole-5-carboxylic acid ClC1=CC(=C(C=C1)COC1=CC=CC(=N1)N1CC2CCC(C1)N2CC=2N(C1=C(N2)C=CC(=C1)C(=O)O)C[C@H]1OCC1)F